ClC1=NC(=NC(=C1)O[C@H]1COC[C@H]1F)SC 4-chloro-6-(((3s,4r)-4-fluorotetrahydrofuran-3-yl)oxy)-2-(methylthio)pyrimidine